C(C)OC(=O)C1(C(CN(CC1)C(=O)OC(C)(C)C)=O)C 4-methyl-3-oxopiperidine-1,4-dicarboxylic acid 1-(tert-butyl) ester 4-ethyl ester